COC(=O)C1=CC=2[C@H](CCC3=C(C2C=CC1=O)C(=C(C(=C3)OC)OC)OC)NC(=O)NC.C(CCCCCCCCCC)C3=CC1=C([NH+]=CN1)C=C3CCCCCCCCCCC 5,6-bis(undecyl)benzimidazolium methyl-(S)-1,2,3-trimethoxy-7-(3-methylureido)-10-oxo-5,6,7,10-tetrahydrobenzo[a]heptalen-9-carboxylate